3,6-difluoro-1,2,4-triazine FC=1N=NC(=CN1)F